1-Bromo-2,3,4-trifluoro-5-nitrobenzene BrC1=C(C(=C(C(=C1)[N+](=O)[O-])F)F)F